ClC1=C(C=CC=C1)SCC(=O)O 2-(2-chlorophenyl)sulfanylacetic acid